NC1=C(N=NC(=C1)C1=C(C=CC(=C1)Cl)F)C=1CCN(CC1)C(=O)OC(C)(C)C tert-butyl 4-[4-amino-6-(5-chloro-2-fluorophenyl)pyridazin-3-yl]-1,2,3,6-tetrahydropyridine-1-carboxylate